5-[4-[[(4,6-dimethyl-2-pyridyl)amino]methyl]-2-fluoro-6-[(4-methoxyphenyl)methoxy]phenyl]-1,1-dioxo-1,2,5-thiadiazolidin-3-one CC1=CC(=NC(=C1)C)NCC1=CC(=C(C(=C1)OCC1=CC=C(C=C1)OC)N1CC(NS1(=O)=O)=O)F